N1(N=NC2=C1C=CC=C2)C(=O)C=2C(=NC(=NC2)NC2=C(C=CC=C2)OC)NC2=CC=CC=C2 (1H-benzo[d][1,2,3]triazol-1-yl)(2-((2-methoxyphenyl)amino)-4-(phenylamino)pyrimidin-5-yl)methanone